C(C1=CC=CC=C1)OC1=C(C(=O)N2CC3=CC=C(C=C3C2)C(=O)OC)C(=CC(=C1)O)O methyl 2-(2-benzyloxy-4,6-dihydroxy-benzoyl)isoindoline-5-carboxylate